3-(4-(1-((2s,6r)-2,6-dimethylmorpholino)-3-methylimidazo[1,5-a]quinoxalin-8-yl)-2-(trifluoromethyl)phenoxy)-N,N-dimethylpropane-1-amine C[C@@H]1O[C@@H](CN(C1)C1=NC(=C2N1C1=CC(=CC=C1N=C2)C2=CC(=C(OCCCN(C)C)C=C2)C(F)(F)F)C)C